C(C)(C)(C)OC(=O)N1[C@@H]2[C@@H]([C@@H](C[C@H]1CC2)N(C)C2=NC=C(N=C2)Cl)F |r| racemic-(1S,2R,3R,5R)-3-[(5-Chloropyrazin-2-yl)(methyl)amino]-2-fluoro-8-azabicyclo[3.2.1]octane-8-carboxylic acid tert-butyl ester